tert-butyl 2-bromo-3-(2-oxo-2,3-dihydro-1H-imidazol-1-yl)-6,7-dihydropyrazolo[1,5-a]pyrazine-5(4H)-carboxylate BrC1=NN2C(CN(CC2)C(=O)OC(C)(C)C)=C1N1C(NC=C1)=O